FC1=CC=C(C(=N1)C)[C@@H](C=1N=NN(C1)C1(CC1)CO)NC=1C=C2C(=C(C=NC2=C(C1)C#N)C#N)NCC(C)(C)C (S)-6-(((6-fluoro-2-methylpyridin-3-yl)(1-(1-(hydroxymethyl)cyclopropyl)-1H-1,2,3-triazol-4-yl)methyl)amino)-4-(neopentylamino)quinoline-3,8-dicarbonitrile